Cl.ON hydroxyl-amine HCl